5-[2-[(1-methylsulfonylpiperidin-4-yl)amino]-5-(trifluoromethyl)-pyrimidin-4-yl]-1,3-thiazol-2-amine CS(=O)(=O)N1CCC(CC1)NC1=NC=C(C(=N1)C1=CN=C(S1)N)C(F)(F)F